CC=1C(=CN(C1)S(=O)(=O)C)B(O)O 4-METHYL-1-(METHYLSULFONYL)-PYRROL-3-YLBORONIC ACID